diethyl(2-hydroxyethyl)azanium chloride [Cl-].C(C)[NH+](CCO)CC